C(C)OC(NSCNC1=CC=C(C=C1)Br)=O N-[(4-bromophenyl)aminomethylthio]carbamic acid ethyl ester